N[S@@](=NC(CC1=C(C(=CC=C1C(C)C)F)C(C)C)=O)(=O)C=1C=NN2C1OCCC2 (S)-N-(amino(6,7-dihydro-5H-pyrazolo[5,1-b][1,3]oxazin-3-yl)(oxo)-λ6-sulfaneylidene)-2-(3-fluoro-2,6-diisopropylphenyl)acetamide